C(C)(C)(C)C1=CC(=C(C=C1)C=1N([C@]([C@](N1)(C)C1=CC=C(C=C1)Cl)(C)C1=CC=C(C=C1)Cl)C(=O)N1CCN(CC1)CC(=O)N1CCOCC1)OCC 2-[4-[(4S,5R)-2-(4-tert-butyl-2-ethoxyphenyl)-4,5-bis(4-chlorophenyl)-4,5-dimethylimidazole-1-carbonyl]piperazin-1-yl]-1-morpholin-4-ylethanone